BrC1=CC=C2C(=NC=NC2=C1F)N1CC2CCC(C1)N2 7-bromo-4-{3,8-diazabicyclo[3.2.1]oct-3-yl}-8-fluoroquinazoline